[F-].[Cl-].[NH4+].[NH4+] ammonium chloride Fluoride salt